N-(3-fluoro-4-{6-methoxy-7-[3-(1-piperidinyl)propoxy]quinolin-4-oxy}phenyl)-7-phenylpyrazolo[1,5-a]pyrimidine-5-carboxamide FC=1C=C(C=CC1OC1=CC=NC2=CC(=C(C=C12)OC)OCCCN1CCCCC1)NC(=O)C1=NC=2N(C(=C1)C1=CC=CC=C1)N=CC2